(2-METHYL-1H-IMIDAZOL-4-YL)-ACETIC ACID CC=1NC=C(N1)CC(=O)O